rac-tert-butyl (3aR,7aS)-2-[1-(2,2-difluoroethyl)-1H-pyrazolo[3,4-b]pyrazin-6-yl]-octahydro-1H-pyrrolo[3,4-c]pyridine-5-carboxylate FC(CN1N=CC=2C1=NC(=CN2)N2C[C@@H]1CN(CC[C@@H]1C2)C(=O)OC(C)(C)C)F |r|